C1(CC1)N1N=CC(=C1)[C@@H]1OCCC(C1)C=1N=C(C2=C(N1)N=C(S2)N(C)C)C2=C(C=C(C=C2)C(F)(F)F)F 5-[(2R)-2-(1-cyclopropylpyrazol-4-yl)tetrahydropyran-4-yl]-7-[2-fluoro-4-(trifluoromethyl)phenyl]-N,N-dimethyl-thiazolo[4,5-d]pyrimidin-2-amine